C(C(C)C)(=O)N1C(CNCC1C)C(=O)NCC1=CC=C(C=C1)C1=NC=CC=C1OC 1-isobutyryl-N-(4-(3-methoxypyridin-2-yl)benzyl)-6-methylpiperazine-2-carboxamide